ClC=1C=C2C(OCC3CN(C4=CC=CC=C4C=4C(=CC(=C(NS(C(C1O)=C2)(=O)=O)C4)F)F)C3)=O 16-chloro-22,24-difluoro-17-hydroxy-19,19-dioxo-12-oxa-19λ6-thia-8,20-diazapentacyclo[19.3.1.18,10.114,18.02,7]heptacosa-1(25),2,4,6,14,16,18(26),21,23-nonaen-13-one